C=1(C=2C=3C=C4C(=CC3NC2C=CC1)C=CC=C4)Br 5H-benzo[b]carbazolyl bromide